N-methyl-N-[(1-methylpyrrolidin-3-yl)methyl]-2-(1-phenyl-1H-pyrazol-4-yl)-1,3-thiazole-4-carboxamide CN(C(=O)C=1N=C(SC1)C=1C=NN(C1)C1=CC=CC=C1)CC1CN(CC1)C